ClC=1C=C(C=CC1)[C@H](C(=O)N1[C@H]2CC([C@@H]([C@H]1C(=O)N[C@@H](C[C@H]1C(NCC1)=O)C#N)CC2)(F)F)O (1R,3S,4R)-2-((R)-2-(3-chlorophenyl)-2-hydroxyacetyl)-N-((S)-1-cyano-2-((S)-2-oxopyrrolidin-3-yl)ethyl)-5,5-difluoro-2-azabicyclo[2.2.2]octane-3-carboxamide